C(C1=CC=CC=C1)OC1=NC(=CC=C1C1=NN(C2=C(C=CC=C12)N1CCN(CC1)C(=O)[C@@H]1[C@@H](CN(CC1)C(=O)OC(C)(C)C)C)C)OCC1=CC=CC=C1 tert-butyl (3s,4s)-4-(4-(3-(2,6-bis(benzyloxy) pyridin-3-yl)-1-methyl-1H-indazol-7-yl) piperazine-1-carbonyl)-3-methylpiperidine-1-carboxylate